2-(1-(ethylsulfonyl)-3-(4-(2-(5-methylthiophen-2-yl)imidazo[4,5-d]pyrrolo[2,3-b]pyridin-1(6H)-yl)-1H-pyrazol-1-yl)azetidin-3-yl)acetonitrile C(C)S(=O)(=O)N1CC(C1)(N1N=CC(=C1)N1C(=NC=2C1=C1C(=NC2)NC=C1)C=1SC(=CC1)C)CC#N